CC1=CC=C(C=N1)[C@@H]1[C@@H](C1)C(C)=O [(1R,2S)-2-(6-methylpyridin-3-yl)cyclopropyl]ethanone